{4-[(4-Chlorophenylamino)methyl]-2-methylphenyl}carbamic acid ethyl ester C(C)OC(NC1=C(C=C(C=C1)CNC1=CC=C(C=C1)Cl)C)=O